FC=1C=CC(=C(C(=O)N2CCC(CC2)(C#N)CC2=CC=C(C=C2)F)C1)C1=NC=NC=C1 1-[5-fluoro-2-(pyrimidin-4-yl)benzoyl]-4-[(4-fluorophenyl)methyl]piperidine-4-carbonitrile